2-chlorodibenzo[b,d]furan ClC1=CC2=C(OC3=C2C=CC=C3)C=C1